itaconic acid (anhydride) C1(C(=C)CC(=O)O1)=O